C(C1=CC=CC=C1)NC(CN)C N'-benzyl-1,2-propylenediamine